BrC1=CC2=C(N(N=C2C=C1)C1CN(C1)C(=O)OC(C)(C)C)C(=O)OC methyl 5-bromo-2-(1-(tert-butoxycarbonyl) azetidin-3-yl)-2H-indazole-3-carboxylate